CC1=C(C(=CC=C1)C(C)C)O 2-methyl-6-(1-methylethyl)phenol